3-fluoro-N-(2-fluoro-3-(3-methoxyquinoxaline-6-carbonyl)phenyl)benzamide FC=1C=C(C(=O)NC2=C(C(=CC=C2)C(=O)C=2C=C3N=C(C=NC3=CC2)OC)F)C=CC1